BrC=1C=C(C=CC1)C1(COC1)CN1N=CC(=N1)C 2-((3-(3-bromophenyl)-oxetan-3-yl)methyl)-4-methyl-2H-1,2,3-triazole